C(C)N1N=C(C=C1)NC1=NC=CC(=N1)C1=CN(C2=CC(=CC=C12)NC(C=C)=O)C N-[3-[2-[(1-ethylpyrazol-3-yl)amino]pyrimidin-4-yl]-1-methyl-indol-6-yl]prop-2-enamide